3-(5-(1-(3-(4-(3-(4-chloro-3-cyclopropyl-1H-pyrrolo[2,3-b]pyridin-5-yl)phenyl)-3-oxopiperazin-1-yl)propyl)piperidin-4-yl)-1-oxoisoindolin-2-yl)piperidine-2,6-dione ClC1=C2C(=NC=C1C=1C=C(C=CC1)N1C(CN(CC1)CCCN1CCC(CC1)C=1C=C3CN(C(C3=CC1)=O)C1C(NC(CC1)=O)=O)=O)NC=C2C2CC2